CN(C=O)CCC(=O)O 3-(N-METHYLFORMAMIDO)PROPANOIC ACID